tert-butyl (1R,2S,3S,5S)-2-fluoro-3-[[3-(7-methoxy-2-methyl-1-oxophthalazin-6-yl)-1,2,4-triazin-6-yl] (methyl)amino]-8-azabicyclo[3.2.1]octane-8-carboxylate F[C@@H]1[C@H]2CC[C@@H](C[C@@H]1N(C)C1=CN=C(N=N1)C=1C=C3C=NN(C(C3=CC1OC)=O)C)N2C(=O)OC(C)(C)C